(S)-3-(5-(difluoromethyl)-1,3,4-thiadiazol-2-yl)-N-(3-methyloxetan-3-yl)-8-(6-oxooctahydro-2H-pyrido[1,2-a]pyrazin-2-yl)imidazo[1,2-a]pyridine-6-sulfonamide FC(C1=NN=C(S1)C1=CN=C2N1C=C(C=C2N2C[C@H]1N(CC2)C(CCC1)=O)S(=O)(=O)NC1(COC1)C)F